Methyl amino-3-aminopropionate hydrochloride Cl.NC(C(=O)OC)CN